(R)-1-(4-(6-chloro-8-fluoro-7-(5-methyl-1H-indazol-4-yl)-2-(2-morpholino-ethoxy)quinazolin-4-yl)piperazin-1-yl)prop-2-en-1-one ClC=1C=C2C(=NC(=NC2=C(C1C1=C2C=NNC2=CC=C1C)F)OCCN1CCOCC1)N1CCN(CC1)C(C=C)=O